dibutyl-tin di(octyl maleate) C(CCCCCCC)/C(/C(=O)[O-])=C/C(=O)[O-].C(CCCCCCC)/C(/C(=O)[O-])=C/C(=O)[O-].C(CCC)[Sn+4]CCCC